(3-(2-(2,6-dioxopiperidin-3-yl)-1-oxoisoindolin-4-yl)prop-2-yn-1-yl)-[2,3'-bipyridine]-6'-carboxamide O=C1NC(CCC1N1C(C2=CC=CC(=C2C1)C#CCC=1C(=NC=CC1)C=1C=NC(=CC1)C(=O)N)=O)=O